1-(3-((3-cyano-1-azetidinyl)sulfonyl)benzoyl)-N-((1R)-1-(3,5-difluorophenyl)propyl)-D-prolinamide C(#N)C1CN(C1)S(=O)(=O)C=1C=C(C(=O)N2[C@H](CCC2)C(=O)N[C@H](CC)C2=CC(=CC(=C2)F)F)C=CC1